4-[[2,3-bis[cyano-(4-cyano-2,3,5,6-tetrafluorophenyl)methylene]cyclopropylidene]-cyanomethyl]-2,3,5,6-tetrafluorobenzonitrile C(#N)C(=C1C(C1=C(C1=C(C(=C(C(=C1F)F)C#N)F)F)C#N)=C(C1=C(C(=C(C#N)C(=C1F)F)F)F)C#N)C1=C(C(=C(C(=C1F)F)C#N)F)F